(R)-2-(5-Fluoropyridin-2-yl)-6-(methyl-d3)-3-(3-methyl-1H-pyrazolo[3,4-b]pyridin-4-yl)-6-(trifluoromethyl)-6,7-dihydro-4H-pyrazolo[5,1-c][1,4]oxazine FC=1C=CC(=NC1)C1=NN2C(CO[C@](C2)(C(F)(F)F)C([2H])([2H])[2H])=C1C1=C2C(=NC=C1)NN=C2C